O=C1NC(CCC1N1C(N(C2=C1C=CC(=C2)[C@@H]2CN(CCC2)CC(=O)O)C)=O)=O 2-[(3R)-3-[1-(2,6-dioxo-3-piperidyl)-3-methyl-2-oxo-benzimidazol-5-yl]-1-piperidyl]acetic acid